tert-butyl (2S)-4,4-difluoro-2-[({4-[(trimethylsilyl)ethynyl]pyridin-3-yl}oxy)methyl]pyrrolidine-1-carboxylate FC1(C[C@H](N(C1)C(=O)OC(C)(C)C)COC=1C=NC=CC1C#C[Si](C)(C)C)F